5-benzyl-3-((1-isopropyl-1H-indole-5-carboxamido)methyl)-4,5-dihydroisoxazole C(C1=CC=CC=C1)C1CC(=NO1)CNC(=O)C=1C=C2C=CN(C2=CC1)C(C)C